C1(CC1)N(C(=O)C=1C=NN2C1CN(C(C2)C)C(=O)OC(C)(C)C)C tert-butyl 3-[cyclopropyl(methyl)carbamoyl]-6-methyl-4H,5H,6H,7H-pyrazolo[1,5-a]pyrazine-5-carboxylate